N-(2,2-dimethyl-6-morpholino-3H-benzofuran-5-yl)-1H-pyrazolo[4,3-b]pyridine-3-carboxamide CC1(OC2=C(C1)C=C(C(=C2)N2CCOCC2)NC(=O)C2=NNC=1C2=NC=CC1)C